[C@@H]12OC[C@@H](N(C1)C(=O)C1=C(C(=CC=C1)Br)F)C2 ((1S,4S)-2-oxa-5-azabicyclo[2.2.1]heptan-5-yl)(3-bromo-2-fluorophenyl)methanone